tert-butyl 4-fluoro-4-[[5-(1-methoxycarbonyl-isobutyl) isoxazol-3-yl]oxymethyl]piperidine-1-carboxylate FC1(CCN(CC1)C(=O)OC(C)(C)C)COC1=NOC(=C1)C(C(C)C)C(=O)OC